2-(4-(4-(Oxetan-3-yl)piperazine-1-carbonyl)phenyl)-5-phenyl-4-(2-phenylhydrazino)-2,4-dihydro-3H-pyrazol-3-one O1CC(C1)N1CCN(CC1)C(=O)C1=CC=C(C=C1)N1N=C(C(C1=O)NNC1=CC=CC=C1)C1=CC=CC=C1